CO[Si](OC)(OC)CCCNCCCSCCC[Si](OC)(OC)OC (trimethoxysilylpropyl)-(trimethoxysilylpropylthiopropyl)amine